1-(3-amino-2-chloropyridin-4-yl)-3-morpholin-4-yl-propane-1,3-dione NC=1C(=NC=CC1C(CC(=O)N1CCOCC1)=O)Cl